COC1=CC=C(C=C1)C1=NOC(=N1)N1CCC(CC1)C(=O)NC[C@@H]1CN(CC1)C[C@@H]1CNCCC1 1-(3-(4-Methoxyphenyl)-1,2,4-oxadiazol-5-yl)-N-(((R)-1-(((S)-piperidin-3-yl)methyl)pyrrolidin-3-yl)methyl)piperidine-4-carboxamide